nonenone CCCCCC=CC(=O)C